(S)-2-(5-((2-amino-3-chloropyridin-4-yl)thio)pyrazin-2-yl)-2,3,4,5-tetrahydro-1H-benzo[c]azepin-5-amine NC1=NC=CC(=C1Cl)SC=1N=CC(=NC1)N1CC2=C([C@H](CC1)N)C=CC=C2